The molecule is a guanidinium ion arising from protonation of the imino NH of 4-guanidinobutanamide; major species at pH 7.3. It has a role as a Saccharomyces cerevisiae metabolite. It is a conjugate acid of a 4-guanidinobutanamide. C(CC(=O)N)C[NH+]=C(N)N